N-(2-Ethoxyethyl)-3-(3-methyl-2-oxo-1,3-benzoxazol-6-yl)piperidine-1-carboxamide C(C)OCCNC(=O)N1CC(CCC1)C1=CC2=C(N(C(O2)=O)C)C=C1